ClC1=CC2=C(N(C(N=C2N2[C@H](CN(CC2)C(C=C)=O)C)=O)C=2C(=NOC2C(C)C)C)N=C1C1=C(C=C(C=C1)F)F 6-chloro-7-(2,4-difluorophenyl)-1-(3-methyl-5-(2-propanyl)-1,2-oxazol-4-yl)-4-((2S)-2-methyl-4-(2-propenoyl)-1-piperazinyl)pyrido[2,3-d]pyrimidin-2(1H)-one